tert-butyl 2-[(2's,4r)-2'-fluoro-1-oxo-6-(1-fluorovinyl)spiro[3H-isoquinoline-4,1'-cyclopropane]-2-yl]acetate F[C@@H]1[C@@]2(C1)CN(C(C1=CC=C(C=C12)C(=C)F)=O)CC(=O)OC(C)(C)C